4-(2-(1H-indol-1-yl)ethoxy)-N-(4-(thiophen-2-yl)thiazol-2-yl)benzamide N1(C=CC2=CC=CC=C12)CCOC1=CC=C(C(=O)NC=2SC=C(N2)C=2SC=CC2)C=C1